(S)-1-(3-(benzothien-3-yl)-2-(dimethylamino)propyl)-3-benzylurea S1C=C(C2=C1C=CC=C2)C[C@@H](CNC(=O)NCC2=CC=CC=C2)N(C)C